2-oxo-2-(4-(1-(trifluoromethyl)cyclopropyl)phenyl)acetyl chloride O=C(C(=O)Cl)C1=CC=C(C=C1)C1(CC1)C(F)(F)F